2-amino-4-(4-((R)-1-(2-aminopyridin-3-yl)ethyl)-2,8-dichloro-10-fluoro-5,6-dihydro-4H-[1,4]oxazepino[5,6,7-de]quinazolin-9-yl)-7-fluorothieno[3,2-c]pyridine-3-carbonitrile NC1=C(C=2C(=NC=C(C2S1)F)C=1C(=C2C=3C(=NC(=NC3C1F)Cl)N(CCO2)[C@H](C)C=2C(=NC=CC2)N)Cl)C#N